2-benzylidene-7-bromo-3,4-dihydronaphthalen-1(2H)-one C(C1=CC=CC=C1)=C1C(C2=CC(=CC=C2CC1)Br)=O